ClC=1C(=NC(=NC1)NC1=CC=C(C=C1)CN1CCOCC1)NC1=C(C(=O)N)C=CC=C1 2-((5-chloro-2-(4-morpholinomethylanilino)pyrimidin-4-yl)amino)benzamide